CC(=O)NO The molecule is a member of the class of acetohydroxamic acids that is acetamide in which one of the amino hydrogens has been replaced by a hydroxy group. It has a role as an EC 3.5.1.5 (urease) inhibitor and an algal metabolite. It derives from an acetamide. It is a tautomer of a N-hydroxyacetimidic acid.